FC(C1=C(OCC2=C(C=C(C=C2)C2C=3C(NC(C2C(=O)N(C)C)=O)=NNC3)OC)C=CC(=C1)C(F)(F)F)(F)F 4-(4-{[2,4-bis(trifluoromethyl)phenoxy]methyl}-3-methoxyphenyl)-N,N-dimethyl-6-oxo-2H,4H,5H,6H,7H-pyrazolo[3,4-b]pyridine-5-carboxamide